C(C)(C)(C)OC(=O)N1CCN([C@H]2CC[C@H]12)C=1C(C=2C(N(C1CC)CC(=O)O)=NN(N2)C=2CCOCC2)=O 2-(6-((1S,6S)-5-(tert-butoxycarbonyl)-2,5-diazabicyclo[4.2.0]octan-2-yl)-2-(3,6-dihydro-2H-pyran-4-yl)-5-ethyl-7-oxo-2,7-dihydro-4H-[1,2,3]triazolo[4,5-b]pyridin-4-yl)acetic acid